methyl 5-amino-6-bromo-pyrazine-2-carboxylate NC=1N=CC(=NC1Br)C(=O)OC